FC1(CC(CC1)C1=CC(=C2C=NC(=NN21)N[C@H]2[C@@H](CN(CC2)S(=O)(=O)C)O)F)F (3R,4R)-4-((7-(3,3-difluorocyclopentyl)-5-fluoropyrrolo[2,1-f][1,2,4]triazin-2-yl)amino)-1-(methylsulfonyl)piperidin-3-ol